C(C1=CC=CC=C1)OC(=O)C(CC)CCCCCCCC Undecane-3-carboxylic acid benzyl ester